2-((4-(2,7-diazaspiro[3.5]non-2-yl)pyrimidin-5-yl)oxy)-N-((1r,2r,4s)-7-oxabicyclo[2.2.1]hept-2-yl)-5-fluoro-N-isopropylbenzamide C1N(CC12CCNCC2)C2=NC=NC=C2OC2=C(C(=O)N(C(C)C)[C@H]1[C@H]3CC[C@@H](C1)O3)C=C(C=C2)F